C(=O)O.C1COC=2C=NC3=C(C=CC=C3C21)C(=O)O 1,2-dihydrofuro[2,3-c]quinoline-6-carboxylic acid formate salt